1,3,5-trimethyl-2,4,6-tri-(3,5-di-tert-butyl-4-hydroxy-phenyl)benzene CC1=C(C(=C(C(=C1C1=CC(=C(C(=C1)C(C)(C)C)O)C(C)(C)C)C)C1=CC(=C(C(=C1)C(C)(C)C)O)C(C)(C)C)C)C1=CC(=C(C(=C1)C(C)(C)C)O)C(C)(C)C